(4-([1,1'-biphenyl]-3-yl)oxazol-2-yl)piperidine-1-carbonitrile C1(=CC(=CC=C1)C=1N=C(OC1)C1N(CCCC1)C#N)C1=CC=CC=C1